C(C)(=O)N1CCC(CC1)(O)C=1C(N(C2=C(C(=NC(=C2C1)N[C@H](C)C1=C(C(=CC=C1)C(F)F)F)C)OCCNC)C)=O (R)-3-(1-acetyl-4-hydroxypiperidin-4-yl)-5-((1-(3-(difluoromethyl)-2-fluorophenyl)ethyl)amino)-1,7-dimethyl-8-(2-(methylamino)ethoxy)-1,6-naphthyridin-2(1H)-one